chloro-1H-pyrazole ClN1N=CC=C1